CN([C@@H](CSC([2H])([2H])[2H])C(=O)O)C([C@@H](NC(=O)OC(C)(C)C)CCC(=O)O)=O methyl-N-((t-butoxycarbonyl)-L-glutamyl)-S-(methyl-d3)-L-cysteine